C1(=CC=CC=C1)C1=C2C=CC(=CC2=C(C(=C1C1=CC=CC=C1)C1=CC=CC=C1)C1=CC=CC=C1)B(O)O (5,6,7,8-tetraphenylnaphthalen-2-yl)boronic acid